C(C1=CC=CC=C1)OC=1C=C(C2=CC=CC=C2C1)N1CC=2N=C(N=C(C2C1)N1[C@H](CN(CC1)C(=O)OCC1=CC=CC=C1)C)OC[C@H]1N(CCC1)C benzyl (S)-4-(6-(3-(benzyloxy) naphthalen-1-yl)-2-(((S)-1-methylpyrrolidin-2-yl) methoxy)-6,7-dihydro-5H-pyrrolo[3,4-d]pyrimidin-4-yl)-3-methylpiperazine-1-carboxylate